5-(3-(1H-benzo[d]imidazol-5-yl)-1,2,4-oxadiazol-5-yl)-2-(allylamino)benzonitrile N1C=NC2=C1C=CC(=C2)C2=NOC(=N2)C=2C=CC(=C(C#N)C2)NCC=C